ClC1=CC=C(C=C1)NC(=O)C=1C=CC2=C(N(C(=N2)C(C(F)(F)F)(O)C2=CC=C(C=C2)F)CC)C1 N-(4-Chlorophenyl)-1-ethyl-2-(2,2,2-trifluoro-1-(4-fluorophenyl)-1-hydroxyethyl)-1H-benzo[d]imidazole-6-carboxamide